ClC(=C(CCl)[N+](=O)[O-])C1=CC=CC(=C1)Cl 1,3,5-trichloro-2-nitro-propenyl-benzene